ClC=1C=C(C=CC1F)B(O)O 3-chloro-4-fluorophenyl-boronic acid